(E)-2-(((2-(4,4-dimethyl-pentyl)benzo[d]oxazol-6-yl)oxy)methyl)-3-fluoroprop-2-en-1-amine 4-methylbenzenesulfonate CC1=CC=C(C=C1)S(=O)(=O)O.CC(CCCC=1OC2=C(N1)C=CC(=C2)OC\C(\CN)=C\F)(C)C